ClC1=C2C=C(N(C2=CC=C1Cl)C)C(=O)NC1(COCC1)C1=CC=C(C=C1)C(C=O)C1CC1 (±)-4,5-dichloro-N-[3-[4-(1-cyclopropyl-2-oxo-ethyl)phenyl]tetrahydrofuran-3-yl]-1-methyl-indole-2-carboxamide